ClC1=C(CI)C(=CC=C1)Cl 2,6-dichlorobenzyl iodide